tert-butyl 4-[8-[[4-[[(7R)-8-cyclopentyl-7-ethyl-5-methyl-6-oxo-7H-pteridin-2-yl]amino]-3-methoxy-benzoyl]amino]octoxy]piperidine-1-carboxylate C1(CCCC1)N1[C@@H](C(N(C=2C=NC(=NC12)NC1=C(C=C(C(=O)NCCCCCCCCOC2CCN(CC2)C(=O)OC(C)(C)C)C=C1)OC)C)=O)CC